N-(3-(5-cyano-2-methoxyphenyl)-1-(cyanomethyl)-1H-pyrazol-4-yl)pyrazolo[1,5-a]pyrimidine-3-carboxamide C(#N)C=1C=CC(=C(C1)C1=NN(C=C1NC(=O)C=1C=NN2C1N=CC=C2)CC#N)OC